C(C)(C)(C)OC(=O)N1CCC2(C(NC(N2C2=CC(=CC=C2)F)=O)=O)CC1.N1=CC=C(C=C1)N1CCCCCCC1 1-(pyridin-4-yl)azocane tert-butyl-1-(3-fluorophenyl)-2,4-dioxo-1,3,8-triazaspiro[4.5]decan-8-carboxylate